OC1=C(C=C(C=C1C(C)(C)C1=CC=CC=C1)C(C)(C)C1=CC=CC=C1)C1=C(C=CC=C1)C1=CC=CC=2NN=NC21 2-(2-hydroxyl-3,5-dicumylphenyl)phenylbenzotriazole